C(C1=CC=CC=C1)OC1=C(C=C(C=C1)[C@H](CBr)O)NC=O (R)-N-(2-(benzyloxy)-5-(2-bromo-1-hydroxyethyl)phenyl)carboxamide